C[C@H]1N(C=2C(=NC=CC2C2=C1N=CC=N2)NC2=CC(=NC=C2C(CC([2H])([2H])[2H])=O)NC(=O)C2CC2)C |r| (R/S)-N-(4-((5,6-dimethyl-5,6-dihydropyrazino[2,3-c][1,7]naphthyridin-7-yl)amino)-5-(propanoyl-3,3,3-d3)pyridin-2-yl)cyclopropanecarboxamide